CC1C2=CN(N=C2C2=C(C1)OC(=C2C(F)(F)F)C(=O)O)CC2CCN(CC2)C(C(CC)=O)=O 4-methyl-2-[[1-(2-oxobutanoyl)-4-piperidinyl]methyl]-8-(trifluoromethyl)-4,5-dihydrofuro[2,3-g]indazole-7-carboxylic acid